8-((4-(benzo[d][1,3]dioxol-5-yl(((R)-tetrahydro-2H-pyran-3-yl)methyl)amino)cyclohexyl)(methyl)amino)-5-methyl-6-oxo-5,6-dihydro-1,5-naphthyridine-2,7-dicarbonitrile O1COC2=C1C=CC(=C2)N(C2CCC(CC2)N(C2=C(C(N(C=1C=CC(=NC21)C#N)C)=O)C#N)C)C[C@@H]2COCCC2